1-(5-(2,5-dihydrofuran-3-yl)pyrimidin-2-yl)piperidin O1CC(=CC1)C=1C=NC(=NC1)N1CCCCC1